C1(CC1)C(=O)NC1=CC(=C(N=N1)C(=O)NC)NC1=NN2C(C=CC(=C2)N2C[C@H](CC2)F)=N1 (S)-6-(cyclopropanecarboxamido)-4-((6-(3-fluoropyrrolidin-1-yl)-[1,2,4]triazolo[1,5-a]pyridine-2-yl)amino)-N-methylpyridazine-3-carboxamide